(S)-2-amino-4,4,4-trifluorobutan-1-ol N[C@H](CO)CC(F)(F)F